C1(CC1)S(=O)(=O)NC1=NC=CC(=N1)C1(CCSCC1)C(=O)NC1=NC=C(C=C1)C1=NC(=CN=C1)OCC 4-(2-(cyclopropanesulfonylamino)pyrimidin-4-yl)-N-(5-(6-ethoxypyrazin-2-yl)pyridin-2-yl)tetrahydro-2H-thiopyran-4-carboxamide